tert-butyl N-[4-(9-bromo-5-chloro-7-methylsulfanyl-1,3-dihydrofuro[3,4-f]quinolin-4-yl)-3-cyano-7-fluoro-benzothiophen-2-yl]carbamate BrC1=CC(=NC2=C(C(=C3C(=C12)COC3)C3=CC=C(C1=C3C(=C(S1)NC(OC(C)(C)C)=O)C#N)F)Cl)SC